FC1=CC2=C(C=C3N2C(=NN(C3=O)CC(=O)O)C(C)(C)O)S1 2-(2-Fluoro-5-(2-hydroxypropan-2-yl)-8-oxothieno[2',3':4,5]pyrrolo[1,2-d][1,2,4]triazin-7(8H)-yl)acetic acid